COC(=O)C=1C(NC2=CC(=CC=C2C1)N)=O 7-amino-2-oxo-1,2-dihydroquinoline-3-carboxylic acid methyl ester